C(C)(C)(C)C1=C(C(=CC(=C1)SC(C)(C)SC1=CC(=C(C(=C1)C(C)(C)C)O)C(C)(C)C)C(C)(C)C)O 2,6-ditert-butyl-4-[2-(3,5-ditert-butyl-4-hydroxyphenyl)sulfanylpropan-2-ylsulfanyl]phenol